N2-(2-(1-(Cyclopropylsulfonyl)-1H-pyrazol-4-yl)pyrimidin-4-yl)-N2-((1s,4s)-4-((dimethylamino)methyl)cyclohexyl)-5-((1-methyl-1H-pyrazol-4-yl)ethynyl)pyridine-2,4-diamine C1(CC1)S(=O)(=O)N1N=CC(=C1)C1=NC=CC(=N1)N(C1=NC=C(C(=C1)N)C#CC=1C=NN(C1)C)C1CCC(CC1)CN(C)C